FC1=CC=C(C=C1)C(=O)C1=CC=C(C2=CC=CC=C12)SC (4-fluorophenyl)(4-(methylthio)naphthalen-1-yl)methanone